C(C)(C)(C)OC(=O)N1CCN(CC1)C1=C(C(=NC2=C(C(=C(C=C12)Cl)Br)F)C1=C2CCN(CC2=CC=C1)C)C#N 4-(7-bromo-6-chloro-3-cyano-8-fluoro-2-(2-methyl-1,2,3,4-tetrahydroisoquinolin-5-yl)quinolin-4-yl)piperazine-1-carboxylic acid tert-butyl ester